FC=1C(=NC=2N(C1)N=CC2)N2C(=CC=C2)C=2C(=NC=C(C2)F)OC (R)-6-fluoro-5-(2-(5-fluoro-2-methoxypyridin-3-yl)pyrrol-1-yl)pyrazolo[1,5-a]pyrimidine